C(C1=CC=CC=C1)OC=1C=C2C=CN=C(C2=CC1)NC=1C=NC(=CC1)Cl 6-(benzyloxy)-N-(6-chloropyridin-3-yl)isoquinolin-1-amine